C(N)(=O)C1=CC=C(OCC=2C3=C(SC2C(=O)OCC)C(=CC=C3)Cl)C=C1 Ethyl 3-((4-carbamoylphenoxy)methyl)-7-chlorobenzo[b]thiophene-2-carboxylate